4-(PYRROLIDINO)PHENYLBORONIC ACID HCL Cl.N1(CCCC1)C1=CC=C(C=C1)B(O)O